1,6-bis(3-bromocarbazol-9-yl)hexane BrC=1C=CC=2N(C3=CC=CC=C3C2C1)CCCCCCN1C2=CC=CC=C2C=2C=C(C=CC12)Br